NC1=C2C=CN(C2=CC=C1)C(=O)OC(C)(C)C 4-amino-1-tert-butoxycarbonyl-indole